8-(6-methoxypyridin-3-yl)-6-(4-methyl-6-oxo-1,4,5,6-tetrahydropyridazin-3-yl)-3,4-dihydroquinolin-2(1H)-one COC1=CC=C(C=N1)C=1C=C(C=C2CCC(NC12)=O)C1=NNC(CC1C)=O